(R,Z)-N-(1-phenyl-2-(4-(trifluoromethyl)phenyl)ethyl)-4-(trifluoromethyl)benzimidoyl cyanide C1(=CC=CC=C1)[C@@H](CC1=CC=C(C=C1)C(F)(F)F)\N=C(\C1=CC=C(C=C1)C(F)(F)F)/C#N